OC[C@H](CC1=CC=CC=C1)NC(C1=CC=C(C=C1)C1=NC(=NC=C1)NC1=CC=C(C=C1)N1CCOCC1)=O (S)-N-(1-Hydroxy-3-phenylpropan-2-yl)-4-(2-((4-morpholinophenyl)amino)pyrimidin-4-yl)-benzamide